C(C)(C)C1=C(C=CC=C1)[C@H]1N(CCC1)C1CC2(C1)CCN(CC2)C2=CC(=C(C(=O)O)C=C2)OC=2C=C1C(=NC2)NC=C1 4-[2-[(2S)-2-(2-isopropylphenyl)pyrrolidin-1-yl]-7-azaspiro[3.5]nonan-7-yl]-2-[1H-pyrrolo[2,3-b]pyridin-5-yloxy]benzoic acid